C(OCC1=C(C=C(C(=C1)OC)OC)[N+](=O)[O-])(OC1=CC=C(C=C1)[N+](=O)[O-])=O 4,5-dimethoxy-2-nitrobenzyl (4-nitrophenyl) carbonate